C(C1=CC=CC=C1)N(CCC(=O)OC(COP(=O)(O)OC[C@H](CCCCCCCCCCCCCCC(=O)O)CCCCCCCCCCCCCC(=O)O)COC(CCN(C(=O)OC(C)(C)C)CC1=CC=CC=C1)=O)C(=O)OC(C)(C)C.CN(C)CCCNC(C=C)=O N-[3-(N,N-Dimethylamino)propyl]acrylamide (2R)-3-(((2,3-bis((3-(benzyl(tert-butoxycarbonyl)amino)propanoyl)oxy)propoxy)(hydroxy)-phosphoryl)oxy)propane-1,2-diyl-ditetradecanoate